FC1=NC2=CC=CC(=C2C=C1)C1(CC1)N 1-(2-Fluoroquinolin-5-yl)cyclopropanamine